(E)-3-[5-[3-methyl-6-[(1-methylcyclopropyl)sulfamoyl]-2-oxo-benzimidazol-1-yl]2-furyl]prop-2-enoic acid CN1C(N(C2=C1C=CC(=C2)S(NC2(CC2)C)(=O)=O)C2=CC=C(O2)/C=C/C(=O)O)=O